diaminomaleonitrile N/C(=C(/C#N)\N)/C#N